8-bromo-4,6-dimethylnonyl methoxymethyl ether COCOCCCC(CC(CC(C)Br)C)C